OC=1C=C(C=CC1O)/C=C/C(=O)C1=C(C=C(C=C1)O[C@@H]1O[C@H]([C@H]([C@@H]([C@@H]1O)O)O)CO)O (E)-3-(3,4-Dihydroxyphenyl)-1-[2-hydroxy-4-[(2S,3S,4S,5S,6S)-3,4,5-trihydroxy-6-(hydroxymethyl)oxan-2-yl]oxyphenyl]prop-2-en-1-one